6-chloro-5-(4-((3-ethyl-6-methyl-2,4-dioxo-1,2,3,4-tetrahydroquinazolin-7-yl)methyl)piperazin-1-yl)-N-methylpicolinamide ClC1=C(C=CC(=N1)C(=O)NC)N1CCN(CC1)CC1=C(C=C2C(N(C(NC2=C1)=O)CC)=O)C